3-(2-Chloroanilino)pyrimido[2,1-b][1,3]benzothiazol-2-on ClC1=C(NC=2C(N=C3SC4=C(N3C2)C=CC=C4)=O)C=CC=C1